OC1(C(C=CC(C=O)=C1)OC)OC 5-hydroxy-4,5-dimethoxybenzaldehyde